C(C)(=O)[C@H](C(=O)OCC)CC(=C)C |r| (+-)-ethyl 2-acetyl-4-methyl-4-pentenoate